C(CCCCCCC)OC(CCCCCC(=O)O)=O 7-octoxy-7-oxo-heptanoic acid